tert-butyl 6-[(4-dimethylphosphorylphenyl)methyl]-2-azaspiro[3.3]heptane-2-carboxylate CP(=O)(C)C1=CC=C(C=C1)CC1CC2(CN(C2)C(=O)OC(C)(C)C)C1